tri-tert-butylphosphane palladium [Pd].C(C)(C)(C)P(C(C)(C)C)C(C)(C)C